N[C@@H]1CN(CC[C@H]1C)C(=O)C1=CC2=C(N(C(=N2)C=2N(C3=CC=CC=C3C2)CC)C)C=C1 |r| (+/-)-trans-(3-Amino-4-methylpiperidin-1-yl)(2-(1-ethyl-1H-indol-2-yl)-1-methyl-1H-benzo[d]imidazol-5-yl)methanon